tert-butyl 4-(benzyloxy)-3-(5,5-dimethyl-1,3-dioxan-2-yl)-5-fluorobenzoyl(2-(pyrrolidin-1-yl)thiazol-5-yl)carbamate C(C1=CC=CC=C1)OC1=C(C=C(C(=O)N(C(OC(C)(C)C)=O)C2=CN=C(S2)N2CCCC2)C=C1F)C1OCC(CO1)(C)C